OC(=O)C(F)(F)F.ClC1=C(C(=CC(=C1)C=1C2=C(C(N(C1)C)=O)NN=C2)OC)CN2CC(C(CC2)CC(=O)N2CCC(CC2)C2=CC=C(NC1C(NC(CC1)=O)=O)C=C2)(F)F 3-[4-[1-[2-[1-[[2-chloro-6-methoxy-4-(6-methyl-7-oxo-1H-pyrazolo[3,4-c]pyridin-4-yl)phenyl]methyl]-3,3-difluoro-4-piperidyl]acetyl]-4-piperidyl]anilino]piperidine-2,6-dione TFA salt